C(C1=CC=CC=C1)OC=1C=C(C2=CC=CC=C2C1)C1=C(C=2N=C(N=C(C2C=N1)N1C[C@]([C@H](CC1)O)(O)C)OC[C@]12CCCN2C[C@@H](C1)F)F (3R,4S)-1-(7-(3-(benzyloxy)naphthalen-1-yl)-8-fluoro-2-(((2R,7aS)-2-fluorotetrahydro-1H-pyrrolizin-7a(5H)-yl)methoxy)pyrido[4,3-d]pyrimidin-4-yl)-3-methylpiperidine-3,4-diol